NC1CC(N(C1)C1=CC=C(C=C1)S(=O)(=O)N1CCN(CC1)C1=NC(=CC(=C1)C(C1=NC=CC=N1)(F)F)Cl)=O 4-Amino-1-[4-[4-[6-chloro-4-[difluoro(pyrimidin-2-yl)methyl]-2-pyridyl]piperazin-1-yl]sulfonylphenyl]pyrrolidin-2-one